7-bromo-5-((4-(2,3-dichlorophenyl)piperazin-1-yl)methyl)quinolin-8-ol BrC1=CC(=C2C=CC=NC2=C1O)CN1CCN(CC1)C1=C(C(=CC=C1)Cl)Cl